2'-oxo-1',2',4,7-tetrahydro-5H-spiro[benzo[d]thiazole-6,3'-pyrrolo[2,3-b]pyridine]-2-carboxamide O=C1C2(C=3C(=NC=CC3)N1)CC1=C(N=C(S1)C(=O)N)CC2